C(C)(C)(C)OC(=O)N1[C@H](CCCC1)C(NC1=CC=C(C=C1)C1CC1)=O.C(=O)(OC(C)(C)C)N1CC(C1)CBr 1-BOC-3-(bromomethyl)azetidine tert-butyl-(2R)-2-[(4-cyclopropylphenyl)carbamoyl]piperidine-1-carboxylate